2-(tert-butyl) 3-ethyl (1R,3S,5S)-5-(hydroxymethyl)-2-azabicyclo[3.1.0]hexane-2,3-dicarboxylate OC[C@]12C[C@H](N([C@@H]2C1)C(=O)OC(C)(C)C)C(=O)OCC